C(#N)C1=CC=C(N=N1)N1CC([C@@H](CC1)NC1=C(C=NC=2N1N=C(C2)C=2C=NC(=NC2)OCC)C(=O)N)(C)C (R)-7-((1-(6-cyanopyridazin-3-yl)-3,3-dimethylpiperidin-4-yl)amino)-2-(2-ethoxypyrimidin-5-yl)pyrazolo[1,5-a]pyrimidine-6-carboxamide